tert-butyl 4-{4-[6-(benzyloxy)-4-oxoquinazolin-3-yl]phenyl}piperidine-1-carboxylate C(C1=CC=CC=C1)OC=1C=C2C(N(C=NC2=CC1)C1=CC=C(C=C1)C1CCN(CC1)C(=O)OC(C)(C)C)=O